FC=1C=C2C(=NC1)[C@@H](OC1=C(O2)C=CC=C1)CN |o1:7| (S*)-(3-fluoro-11H-benzo[2,3][1,4]dioxepino[6,5-b]pyridin-11-yl)methanamine